C(N)(O[C@H](C(=O)NC1=CC=C(C=C1)C1=CC(=C(C=C1)Cl)Cl)CCC)=O (S)-(1-((3',4'-dichloro-[1,1'-biphenyl]-4-yl) amino)-1-oxopent-2-yl) carbamate